4,4-Dimethylhexane CC(CCC)(CC)C